NC1=NN(C=C1C=1C=C2CCNC(C2=CC1)=O)C=1C=C(C=C(C1)C)NC(C=C)=O N-(3-(3-amino-4-(1-oxo-1,2,3,4-tetrahydroisoquinolin-6-yl)-1H-pyrazol-1-yl)-5-methylphenyl)acrylamide